tert-butyl 4-(1-isopropyl-4-((1-(3,4,5-trimethoxyphenyl)-1H-imidazol-4-yl)amino)-1H-pyrazolo[3,4-d]pyrimidin-6-yl)-2,3-dihydro-1H-pyrrole-1-carboxylate C(C)(C)N1N=CC=2C1=NC(=NC2NC=2N=CN(C2)C2=CC(=C(C(=C2)OC)OC)OC)C=2CCN(C2)C(=O)OC(C)(C)C